(R)-1-(2,5-difluoropyridin-3-yl)ethyl (4-(5-((1r,3R)-3-cyano-1-methylcyclobutane-1-carboxamido)pyrimidin-2-yl)-1-methyl-1H-pyrazol-5-yl)carbamate C(#N)C1CC(C1)(C(=O)NC=1C=NC(=NC1)C=1C=NN(C1NC(O[C@H](C)C=1C(=NC=C(C1)F)F)=O)C)C